[N+](=O)([O-])C1=CC=C(C=C1)CSC=1C=2N=CN([C@H]3[C@H](O)[C@H](O)[C@@H](CO)O3)C2N=CN1 6-S-[(4-nitrophenyl)methyl]-6-thioinosine